((2R,5S)-2-(benzo[d]thiazol-5-yl)-5-methylpiperidin-1-yl)-N-(4-(methylamino)-1H-pyrazolo[4,3-c]pyridin-7-yl)-2-oxoacetamide S1C=NC2=C1C=CC(=C2)[C@@H]2N(C[C@H](CC2)C)C(C(=O)NC=2C1=C(C(=NC2)NC)C=NN1)=O